3-Hydroxy-cyclopentanecarboxylic acid [(S)-3-[5-(2,4-dimethyl-pyridine-3-carbonyl)-hexahydro-pyrrolo[3,4-c]pyrrol-2-yl]-1-(3-fluoro-phenyl)-propyl]-amide CC1=NC=CC(=C1C(=O)N1CC2C(C1)CN(C2)CC[C@@H](C2=CC(=CC=C2)F)NC(=O)C2CC(CC2)O)C